5-[4-(2-Cyclopentylthio-3-pyridyl)-2,6-difluoro-phenyl]pentanoic acid C1(CCCC1)SC1=NC=CC=C1C1=CC(=C(C(=C1)F)CCCCC(=O)O)F